(2E,4Z)-5-(4-methoxyphenyl)-4-methylpenta-2,4-dienal COC1=CC=C(C=C1)\C=C(/C=C/C=O)\C